CN1C(=NC=2C1=NC=CC2)C2=C(C(=C(C(=C2C2=CC=C(C=C2)N2C1=CC=CC=C1OC=1C=CC=CC21)C2=NC=1C(=NC=CC1)N2C)C2=NC=1C(=NC=CC1)N2C)C2=CC=CC=C2)C2=CC=C(C=C2)N2C1=CC=CC=C1OC=1C=CC=CC21 10,10'-(2',4',5'-tris(3-methyl-3H-imidazo[4,5-b]pyridin-2-yl)-6'-phenyl[1,1':3',1''-terphenyl]-4,4''-diyl)bis(10H-phenoxazine)